C1=CC=CC=2C3=CC=CC=C3N(C12)C1=C(C#N)C(=C(C(=C1N1C2=CC=CC=C2C=2C=CC=CC12)C1=NC(=NC(=C1)C1=CC=CC=C1)C1=CC=CC=C1)N1C2=CC=CC=C2C=2C=CC=CC12)N1C2=CC=CC=C2C=2C=CC=CC12 2,3,5,6-tetra(9H-carbazol-9-yl)-4-(2,6-diphenylpyrimidin-4-yl)benzonitrile